[Na].N1=C(C=CC=C1)C(C=CC1=CC=C(C=C1)OC1OCCCC1)=O 1-(pyridin-2-yl)-3-(4-((tetrahydro-2H-pyran-2-yl)oxy)phenyl)prop-2-en-1-one sodium